ClC1=C(C(=NC(=C1)C1CC1)N)I 4-chloro-6-cyclopropyl-3-iodopyridin-2-amine